7-[(3aS,4S,6R,6aR)-6-ethenyl-2,2-dimethyl-hexahydrocyclopenta[d][1,3]dioxol-4-yl]-4-chloro-7H-pyrrolo[2,3-d]pyrimidine-5-carbaldehyde C(=C)[C@H]1C[C@@H]([C@H]2[C@@H]1OC(O2)(C)C)N2C=C(C1=C2N=CN=C1Cl)C=O